2-amino-N-[(1S,2S)-2-{[4-(2,3-dihydro-1H-isoindol-5-yl)phenyl]methoxy}cyclopentyl]-5-(1-methyl-1H-pyrazol-4-yl)pyridine-3-carboxamide NC1=NC=C(C=C1C(=O)N[C@@H]1[C@H](CCC1)OCC1=CC=C(C=C1)C=1C=C2CNCC2=CC1)C=1C=NN(C1)C